(2r,6r)-4-(2-(6-(difluoromethyl)imidazo[1,2-a]pyridin-3-yl)pyrimidin-4-yl)-2-methyl-6-(3-methyl-1,2,4-oxadiazol-5-yl)morpholine FC(C=1C=CC=2N(C1)C(=CN2)C2=NC=CC(=N2)N2C[C@H](O[C@H](C2)C2=NC(=NO2)C)C)F